ClCC1=NC=C(C=C1F)C (chloromethyl)-3-fluoro-5-methylpyridine